BrC=1N=C2N(N1)CC[C@@H]2O (s)-2-bromo-6,7-dihydro-5H-pyrrolo[1,2-b][1,2,4]triazole-7-ol